1-((1r,3r)-3-((5-(1-(2,2-difluoroethyl)-1H-benzo[d][1,2,3]triazol-6-yl)-7H-pyrrolo[2,3-d]pyrimidin-2-yl)amino)-1-methylcyclobutyl)pyrrolidin-2-one FC(CN1N=NC2=C1C=C(C=C2)C2=CNC=1N=C(N=CC12)NC1CC(C1)(C)N1C(CCC1)=O)F